[5-[(3S)-3-[[tert-butoxycarbonyl(cyclopropyl)amino]methyl]pyrrolidin-1-yl]pyrazine-2-carbonyl]oxylithium C(C)(C)(C)OC(=O)N(C1CC1)C[C@@H]1CN(CC1)C=1N=CC(=NC1)C(=O)O[Li]